bis(dimethylamino)tungsten(VI) CN(C)[W+4]N(C)C